NC1=C(C=C(C=N1)NC(C(=O)N1[C@H](CC[C@@H](C1)C)C=1C=NC(=CC1)NS(=O)(=O)C)=O)CC |o1:12,15| Rel-N-(6-amino-5-ethyl-3-pyridyl)-2-[(2R,5S)-2-[6-(methanesulfonamido)-3-pyridyl]-5-methyl-1-piperidyl]-2-oxo-acetamide